C(CCCC)OCCCCCCCCCCCCCCCCCCCCCCCCCCCCCC n-triacontyl pentyl ether